N=1C=2N(C=CC1N1CCN(CC1)CCNC(=O)C1C3=CC=CC=C3C=3C=CC=CC13)C1=C(N2)C=CC=C1 N-(2-(4-(benzo[4,5]imidazo[1,2-a]pyrimidin-2-yl)piperazin-1-yl)ethyl)-9H-fluorene-9-carboxamide